8-bromo-6-(3-iodophenyl)-2,2,6-trimethyl-7-oxooctyl acetate C(C)(=O)OCC(CCCC(C(CBr)=O)(C)C1=CC(=CC=C1)I)(C)C